NC1=NC=2C=NC(=CC2C2=C1COC2)C(=O)N2[C@H](COCC2)C2=CC(=C(C=C2)F)OC(F)(F)F (4-amino-1,3-dihydrofuro[3,4-c][1,7]naphthyridin-8-yl)((3S)-3-(4-fluoro-3-(trifluoromethoxy)phenyl)-4-morpholinyl)methanone